FC1=CC=2C=CC=C(C2C=C1)B(O)O 2-FLUORONAPHTHALENE-5-BORONIC ACID